6-(quinolin-2-yl)-2,4(1H,3H)-pyrimidinedione N1=C(C=CC2=CC=CC=C12)C1=CC(NC(N1)=O)=O